magnesium glycinate salt NCC(=O)[O-].[Mg+2].NCC(=O)[O-]